N-(2,2-difluoroethyl)aniline FC(CNC1=CC=CC=C1)F